NC1=NC(N(C=C1F)[C@@H]1O[C@]([C@H]([C@@H]1O)OCC1=CC=CC=C1)(CF)COCC1=CC=CC=C1)=O 4-amino-1-[(2R,3S,4S,5R)-4-(benzyloxy)-5-[(benzyloxy)methyl]-5-(fluoromethyl)-3-hydroxyoxolan-2-yl]-5-fluoropyrimidin-2-one